COC1=C(C=C(C(=C1)N=NC1=CC=C(C=C1)[N+](=O)[O-])OC)N=NC1=CC=C(C=C1)CNCCCC(=O)O 4-[[4-[2-[2,5-Dimethoxy-4-[2-(4-nitrophenyl)diazenyl]phenyl]-diazenyl]phenyl]methylamino]-butanoic acid